CC(CN=C=O)(CC(CCN=C=O)C)C 2,2,4-trimethyl-1,6-diisocyanatohexane